FC(OC1=CC=C(C=C1)N1C(C(=CC2=C1N=C(N=C2)OCC)C=2C=CC1=C(N(C(=N1)COC)C)C2)=O)F 8-(4-(difluoromethoxy)phenyl)-2-ethoxy-6-(2-(methoxymethyl)-1-methyl-1H-benzo[d]imidazol-6-yl)pyrido[2,3-d]pyrimidin-7(8H)-one